NC=1C=2N(C(=CC1)C[C@@H](C(=O)OC)NC(C1=CC=CC=C1)(C1=CC=CC=C1)C1=CC=CC=C1)C=CN2 methyl (S)-3-(8-aminoimidazo[1,2-a]pyridin-5-yl)-2-(tritylamino)propanoate